N-[12-[4-[6-[2-[(6-cyano-4-quinolyl)amino]ethyl]naphthalene-2-carbonyl]piperazin-1-yl]-12-oxo-dodecyl]-3-[[2-(2,6-dioxo-3-piperidyl)-1,3-dioxo-isoindolin-4-yl]amino]propanamide C(#N)C=1C=C2C(=CC=NC2=CC1)NCCC=1C=C2C=CC(=CC2=CC1)C(=O)N1CCN(CC1)C(CCCCCCCCCCCNC(CCNC1=C2C(N(C(C2=CC=C1)=O)C1C(NC(CC1)=O)=O)=O)=O)=O